FC1=C(C=CC(=C1)F)CNC(=O)C=1C(C(=C2N(CC3N(C2=O)C(C(O3)C3=CC=CC=C3)COC)C1)O)=O N-[(2,4-Difluorophenyl)methyl]-6-hydroxy-3-[(methyloxy)methyl]-5,7-dioxo-2-phenyl-2,3,5,7,11,11a-hexahydro[1,3]oxazolo[3,2-a]pyrido[1,2-d]pyrazine-8-carboxamide